phenyl 2-((methylamino)methyl)piperidine-1-carboxylate CNCC1N(CCCC1)C(=O)OC1=CC=CC=C1